lithium phenanthrenequinone C1(C(C=CC=2C3=CC=CC=C3C=CC12)=O)=O.[Li]